FC(C1=CC=C(C=C1)C1=NOCO1)(F)F 3-(4-(trifluoromethyl)phenyl)-1,4,2-dioxazole